ClC=1C=C(C=NC1C)C1CC(=NN1C(CC)=O)C1=C(C=CS1)C 5-(5-(5-chloro-6-methylpyridin-3-yl)-1-propionyl-4,5-dihydro-1H-pyrazol-3-yl)-4-methylthiophene